2-{4-[5-chloro-2-(4-chloro-1H-1,2,3-triazol-1-yl)phenyl]-5-methoxy-2-oxopyridin-1(2H)-yl}-4,4-difluorobutyric acid ClC=1C=CC(=C(C1)C1=CC(N(C=C1OC)C(C(=O)O)CC(F)F)=O)N1N=NC(=C1)Cl